N-(6-aminohexyl)amino-propyltrimethoxysilane NCCCCCCNCO[Si](OC)(OC)CCC